2-(dimethylamino)-3-phenylpropanoic Acid CN(C(C(=O)O)CC1=CC=CC=C1)C